tert-butyl N-[5,5,7-trifluoro-2-oxo-8-(5-pyrrolidin-1-yl-1,3,4-oxadiazol-2-yl)-1-[[4-[3-(trifluoromethyl)-1,2,4-triazol-1-yl]phenyl]methyl]-3,4-dihydro-1-benzazepin-3-yl]carbamate FC1(CC(C(N(C2=C1C=C(C(=C2)C=2OC(=NN2)N2CCCC2)F)CC2=CC=C(C=C2)N2N=C(N=C2)C(F)(F)F)=O)NC(OC(C)(C)C)=O)F